5-((6-((6-aminopyridin-3-yl)amino)-1-methyl-1H-pyrazolo[3,4-d]pyrimidin-3-yl)amino)-N-(2-(2,2-dimethyl-pyrrolidin-1-yl)ethyl)-6-methylnicotinamide NC1=CC=C(C=N1)NC1=NC=C2C(=N1)N(N=C2NC=2C(=NC=C(C(=O)NCCN1C(CCC1)(C)C)C2)C)C